C(C)NC=1C=C(C=C2C(C(NC12)=O)(C)N1C[C@H](CCC1)NC=1C=CC(=NC1)C(=O)O)F 5-[[(3s)-1-[7-(ethylamino)-5-fluoro-3-methyl-2-oxo-indolin-3-yl]-3-piperidyl]amino]pyridine-2-carboxylic acid